C(#N)C=1N=NC2=C(C1NOC)C=C(C=C2)Cl 3-cyano-4-(N-methoxyamino)-6-chlorobenzopyridazine